(S)-1-(4-methoxyphenyl)ethanol COC1=CC=C(C=C1)[C@H](C)O